N5,N6-di-p-tolyl-[1,2,5]oxadiazolo[3,4-b]pyrazine-5,6-diamine C1(=CC=C(C=C1)NC1=NC=2C(N=C1NC1=CC=C(C=C1)C)=NON2)C